(S)-1-Phenylethan-1-amine C1(=CC=CC=C1)[C@H](C)N